1-(2,6,6-trimethyl-2-cyclohexen-1-yl)ethan-1-one CC=1C(C(CCC1)(C)C)C(C)=O